C(C1=CC=CC=C1)SC=1C=C(C=2N(C1)C(=NN2)C(=O)NN)Cl 6-(benzylthio)-8-chloro-[1,2,4]triazolo[4,3-a]pyridin-3-carbohydrazide